6-methyl-1,6-undecadiene CC(CCCC=C)=CCCCC